2-(4-(tert-butyl)benzamido)-3-(thiophen-2-yl)acrylic acid C(C)(C)(C)C1=CC=C(C(=O)NC(C(=O)O)=CC=2SC=CC2)C=C1